OC1=CC2=CC=CC=C2C(=C1)C(=O)O 2-hydroxy-4-naphthoic acid